ClC1=CC=C(C(=N1)C(=O)NS(=O)(=O)C)N[C@H](C)C=1C=C(C=C2C(N(C(=NC12)N1C[C@@H](CC1)OC=1C=NC=NC1)C)=O)C 6-chloro-3-(((R)-1-(3,6-dimethyl-4-oxo-2-((R)-3-(pyrimidin-5-yloxy)pyrrolidin-1-yl)-3,4-dihydroquinazolin-8-yl)ethyl)amino)-N-(methylsulfonyl)picolinamide